[Cl-].[Cl-].CC=1C(C2=CC=C(C=C2C1)C)[Zr+2] (2,5-dimethylindenyl)zirconium dichloride